Cl.O=C1NC(CC[C@@H]1N1CC2=CC=C(C=C2C1=O)CNC(OC1CC(C1)C1=C(C=CC2=C1N=CS2)F)=O)=O (1s,3s)-3-(5-fluorobenzo[d]thiazol-4-yl)cyclobutyl ((2-(2,6-dioxopiperidin-3-yl)-3-oxoisoindolin-5-yl)methyl)carbamate hydrochloride